BrC=1C(=NN2C1CN(C(C2)=O)C)C2=CC=C(C=C2)F 3-bromo-2-(4-fluorophenyl)-5-methyl-4H,7H-pyrazolo[1,5-a]Pyrazin-6-one